5-(1-(2-((1-acetylpiperidin-4-yl)amino)-5-fluoropyrimidin-4-yl)piperidin-3-yl)pyridin-2(1H)-one C(C)(=O)N1CCC(CC1)NC1=NC=C(C(=N1)N1CC(CCC1)C=1C=CC(NC1)=O)F